FC1([C@@H]([C@@H](N(C1)C(=O)C1OCC1)CC=1C(=C(C=CC1)C1=CC(=CC=C1)C)F)NS(N(C)C)(=O)=O)F N'-[(2S,3R)-4,4-difluoro-2-[(2-fluoro-3'-methyl[1,1'-biphenyl]-3-yl)methyl]-1-(oxetane-2-carbonyl)pyrrolidin-3-yl]-N,N-dimethylsulfuric diamide